(Z)-8-{[(3S,4R)-3-fluoro-1-methylpiperidin-4-yl]amino}-N'-hydroxy-3-[(trifluoromethyl)sulfanyl]indolizine-2-carboximidamide F[C@H]1CN(CC[C@H]1NC1=CC=CN2C(=C(C=C12)/C(/N)=N/O)SC(F)(F)F)C